4-([1,4'-bipiperidin]-1'-yl)-6,7-dimethoxy-3-((4-methoxyphenyl)sulfonyl)quinoline N1(CCCCC1)C1CCN(CC1)C1=C(C=NC2=CC(=C(C=C12)OC)OC)S(=O)(=O)C1=CC=C(C=C1)OC